CN[C@@H]1CN(CCC1)C1=NC2=C(N1CC1=CC=C(C=N1)C#N)C=CC=C2 6-((2-((3S)-3-(methylamino)-1-piperidinyl)-1H-benzimidazol-1-yl)methyl)-3-pyridinecarbonitrile